[Cl-].[N+](=O)([O-])C=1C=C(C=CC1)Cl m-nitrochlorobenzene chloride